1-amino-3-(1-benzoimidazolyl)-2-propanol NCC(CN1C=NC2=C1C=CC=C2)O